C(#N)C1=CC(=C(C=C1)B(O)O)O (4-cyano-2-hydroxy-phenyl)boronic acid